C(C(=C)C)(=O)OC1(CC(C1)(C)C)CC (3,3-dimethyl-1-ethyl cyclobutyl) methacrylate